FC(N1N=CC(=C1)C1=NC(=NC(=C1)N1CC(C1)NC)N)F 4-(1-(difluoromethyl)-1H-pyrazol-4-yl)-6-(3-(methylamino)azetidin-1-yl)pyrimidin-2-amine